(4R,7R,11S,12S,E)-4-((tert-butyldimethylsilyl)oxy)-7-hydroxy-12-((E)-1-iodoprop-1-en-2-yl)-7,11-dimethyloxocyclododecan-9-ene-2,8-dione [Si](C)(C)(C(C)(C)C)O[C@H]1CC(C([C@@H]([C@H](/C=C/C([C@](CC1)(C)O)=O)C)/C(=C/I)/C)=O)=O